(2,3,4-trihydroxybenzyl)hydrazine hydrochloride Cl.OC1=C(CNN)C=CC(=C1O)O